C1=C2C=C3N(C2=CC=C1)C=1C=CC=CC1C3=O 10H-indolo[1,2-a]indol-10-one